1-bromo-4-(trans-4-pentylcyclohexyl)benzene BrC1=CC=C(C=C1)[C@@H]1CC[C@H](CC1)CCCCC